ClCC(=O)CNS(=O)=O N-(chloroacetyl)methylsulfonamide